(3R,4R,5S)-3-(1,1,1,5,5,5-hexafluoro-2,4-dihydroxypent-3-yloxy)-4-acetamido-5-(allylamino)cyclohex-1-enecarboxylic acid ethyl ester C(C)OC(=O)C1=C[C@H]([C@@H]([C@H](C1)NCC=C)NC(C)=O)OC(C(C(F)(F)F)O)C(C(F)(F)F)O